N=1N(N=C2C1C=CC=C2)C2=C(C(=CC(=C2)CC)CCCCCCCCCCCC)O 2-(2H-benzotriazol-2-yl)-6-dodecyl-4-ethylphenol